C(C)(C)(C)OC(=O)N1N=C(C=C1NC(C(C)C=1C=NN(C1)C1=CC(=CC(=C1)OC)C#N)=O)C1CC1 Tert-butyl-5-(2-(1-(3-cyano-5-methoxyphenyl)-1H-pyrazol-4-yl)propanamido)-3-cyclopropyl-1H-pyrazole-1-carboxylate